ClC1=C(C=C(C=C1N)C)NC1=CC(=CC(=C1)C(F)(F)F)Cl 2-chloro-N1-(3-chloro-5-(trifluoromethyl)phenyl)-5-methylbenzene-1,3-diamine